C(C)C1=C(C(=O)NCCCNCC#C)C=CC(=C1)NC=1C=2N(C=CN1)C(=CN2)C=2C(=NNC2)C(F)(F)F 2-ethyl-N-[3-(prop-2-ynylamino)propyl]-4-[[3-[3-(trifluoromethyl)-1H-pyrazol-4-yl]imidazo[1,2-a]pyrazin-8-yl]amino]benzamide